F[P-](F)(F)(F)(F)F.C(CCCCCCCCCCC)N1CC=C(C=C1)C N-dodecyl-4-methylpyridine hexafluorophosphate